2-hydroxy-1-{4-[4-(2-hydroxy-2-methyl-propionyl)-benzyl]-phenyl}-2-methyl-1-propanone OC(C(=O)C1=CC=C(C=C1)CC1=CC=C(C=C1)C(C(C)(C)O)=O)(C)C